CC1=CN=CC(=N1)OC1=CC=C(\C=N/OCC2=CC=C(C=C2)C=2N=C3N(C=CC(=C3)C3=CC=CC=C3)C2NC2=CC=C(C(=O)O)C=C2)C=C1 (Z)-4-((2-(4-((((4-((6-methylpyrazin-2-yl)oxy)benzylidene)amino)oxy)methyl)phenyl)-7-phenylimidazo[1,2-a]pyridin-3-yl)amino)benzoic acid